FC1(CCCCC1)C(=O)NC(C(=O)O)CCN(CCCCC1=NC=2NCCCC2C=C1)CC(CF)OC 2-[(1-fluorocyclohexanecarbonyl)amino]-4-[[3-fluoro-2-methoxy-propyl]-[4-(5,6,7,8-tetrahydro-1,8-naphthyridin-2-yl)butyl]amino]butanoic acid